BrC1=C2C=CC(=NC2=C(C(=C1)Br)CCC1=CC(=CC=C1)I)C 5,7-dibromo-8-(3-iodophenethyl)-2-methylquinoline